COC([C@@H](NC(CCC1=CC=CC=C1)=O)CS)=O phenylpropanoyl-L-cysteine methyl ester